N=1C=CN2C1N=CC(=C2)C2=CNC=1N=C(N=CC12)NC=1C=NC(=CC1)N1CCN(CC1)C 5-(imidazo[1,2-a]pyrimidin-6-yl)-N-(6-(4-methylpiperazin-1-yl)pyridin-3-yl)-7H-pyrrolo[2,3-d]pyrimidin-2-amine